4-(5-chloro-2-methoxy-phenyl)-N-[6-(5-isopropyl-2-pyridyl)thiazolo[4,5-b]pyrazin-2-yl]-6-methyl-pyridine-3-carboxamide ClC=1C=CC(=C(C1)C1=C(C=NC(=C1)C)C(=O)NC=1SC=2C(=NC=C(N2)C2=NC=C(C=C2)C(C)C)N1)OC